2-chloro-N-(3,5-dichlorophenyl)acetamide C1=C(C=C(C=C1Cl)Cl)NC(=O)CCl